C1(CCC1)CN(C(OC(C)(C)C)=O)[C@H]1CN(CCC1)C1=CC(N(C=C1)C(C)N1N=NC(=C1)C=1C=NC=C(C1C)OC)=O tert-butyl (cyclobutylmethyl)((3R)-1-(1-(1-(4-(5-methoxy-4-methylpyridin-3-yl)-1H-1,2,3-triazol-1-yl)ethyl)-2-oxo-1,2-dihydropyridin-4-yl)piperidin-3-yl)carbamate